4,4,5,5-tetramethyl-2-(4'-(trifluoromethyl)-[1,1'-biphenyl]-4-yl)-1,3,2-dioxaborolan CC1(OB(OC1(C)C)C1=CC=C(C=C1)C1=CC=C(C=C1)C(F)(F)F)C